The molecule is a germacrane sesquiterpenoid found Tanacetum vulgare that is tatridin A in which the double bond at position 9-10 has migrated to position 10-14 and in which the hydroxy group at position 1 has epimerised from alpha- to beta-. It has a role as a metabolite. It is a gamma-lactone, a germacrane sesquiterpenoid, a diol and an organic heterobicyclic compound. C/C/1=C\\[C@H]([C@H]2[C@H](CC(=C)[C@@H](CC1)O)OC(=O)C2=C)O